3-chloro-4-(3-chlorophenyl)-1H-pyrrole-2,5-dione ClC=1C(NC(C1C1=CC(=CC=C1)Cl)=O)=O